L-alanyl-statine N[C@@H](C)C(=O)N[C@@H](CC(C)C)[C@@H](O)CC(O)=O